3-(4-fluoro-2-methoxyphenoxy)-N-(pyridin-4-yl)quinoxaline-2-carboxamide FC1=CC(=C(OC=2C(=NC3=CC=CC=C3N2)C(=O)NC2=CC=NC=C2)C=C1)OC